4-chloro-3-(1,1-difluoroethyl)-1H-pyrazolo[4,3-c]pyridine ClC1=NC=CC2=C1C(=NN2)C(C)(F)F